isovaleric acid decyl ester C(CCCCCCCCC)OC(CC(C)C)=O